2-(4-methoxyphenoxy)-N-(2-pyridyl)-N-thiazol-2-yl-acetamide COC1=CC=C(OCC(=O)N(C=2SC=CN2)C2=NC=CC=C2)C=C1